amino-N-[5-(7-methylspiro[2H-benzofuran-3,1'-cyclopropane]-4-yl)oxypyrazin-2-yl]cyclopropanecarboxamide NC1(CC1)C(=O)NC1=NC=C(N=C1)OC1=CC=C(C2=C1C1(CC1)CO2)C